ClC=1N=C(C2=C(N1)CCC2)N([C@@H](C(=O)OC)C)C Methyl (2R)-2-({2-chloro-5H,6H,7H-cyclopenta[d]pyrimidin-4-yl}(methyl)amino)propanoate